ethyl 5-(3-chlorobenzyl)-3-((1-isopropyl-1H-pyrazole-5-carboxamido)methyl)-4,5-dihydroisoxazole-5-carboxylate ClC=1C=C(CC2(CC(=NO2)CNC(=O)C2=CC=NN2C(C)C)C(=O)OCC)C=CC1